4-(((Pyridin-4-ylmethyl)amino)methyl)isoindolin N1=CC=C(C=C1)CNCC1=C2CNCC2=CC=C1